ethylene 1,2-difluorocarbonate C(OCCOC(=O)F)(=O)F